C(C1=CC=CC=C1)OC=1C(C(=CN2N3C(C=CC(N(C(C12)=O)C3)CF)C)C(=O)NCC3=C(C=C(C=C3F)F)F)=O 6-benzyloxy-10-(fluoromethyl)-13-methyl-5,8-dioxo-N-[(2,4,6-trifluorophenyl)methyl]-1,2,9-triazatricyclo[7.4.1.02,7]tetradeca-3,6,11-triene-4-carboxamide